COC1=CC=C(C=C1)C1CC(NC=2N=CNC(C21)=O)=O 5-(4-methoxyphenyl)-5,6-dihydropyrido[2,3-d]pyrimidine-4,7(3H,8H)-dione